N-[5-[2-methyl-4-[[(2R)-1-methylazetidin-2-yl]methoxy]pyrazol-3-yl]pyrazolo[1,5-a]pyridin-2-yl]imidazo[1,2-b]pyridazin-6-amine CN1N=CC(=C1C1=CC=2N(C=C1)N=C(C2)NC=2C=CC=1N(N2)C=CN1)OC[C@@H]1N(CC1)C